O=C1OC2=C(N1)C=CC=C2N2CCN(CC2)C(=O)OC(C)(C)C tert-butyl 4-(2-oxo-3H-1,3-benzoxazol-7-yl)piperazine-1-carboxylate